(3aR,6aS)-5-(pyridin-2-yl)hexahydropyrrolo[3,4-c]pyrrole-2(1H)-carboxylic acid tert-butyl ester C(C)(C)(C)OC(=O)N1C[C@@H]2CN(C[C@@H]2C1)C1=NC=CC=C1